5-(3-chloro-4-cyanophenyl)-thiophene-2-carbaldehyde ClC=1C=C(C=CC1C#N)C1=CC=C(S1)C=O